C1(CC1)C(O)O 1-cyclopropylmethane-1,1-diol